C[Si](CCB1OC(C(O1)(C)C)(C)C)(C)C trimethyl-((4,4,5,5-tetramethyl-1,3,2-dioxaborolan-2-yl)ethyl)silane